NC=1N2C(C=3N=CN(C3N1)CCN1CCN(CC1)C1=C(C=C(OC(C(=O)O)(C)C)C=C1)F)=NC(=N2)C#CC 2-(4-(4-(2-(5-amino-8-(prop-1-yn-1-yl)-3H-[1,2,4]triazolo[5,1-i]purin-3-yl)ethyl)piperazin-1-yl)-3-fluorophenoxy)-2-methylpropionic acid